4-(2,2-difluoro-2-(3-nitro-4-(piperidin-1-yl)phenyl)ethyl)morpholine FC(CN1CCOCC1)(C1=CC(=C(C=C1)N1CCCCC1)[N+](=O)[O-])F